6-(1-(3-chloropyridin-2-yl)-3-methoxy-1H-pyrazole-5-carboxamido)-5-methyl-N-((tetrahydrofuran-2-yl)methyl)pyrazolo[1,5-a]pyridine-7-carboxamide ClC=1C(=NC=CC1)N1N=C(C=C1C(=O)NC=1C(=CC=2N(C1C(=O)NCC1OCCC1)N=CC2)C)OC